1-deoxy-L-sorbose CC(=O)[C@@H](O)[C@H](O)[C@@H](O)CO